tert-butyl (1-(2-hydroxyethyl)cyclopropyl)carbamate OCCC1(CC1)NC(OC(C)(C)C)=O